C(C)NC=1C(=CC=CC1)C N-ethyl-toluidine